CN(C)CC=1C=C(CNC2=NS(C3=C(N2)C(=C(C=C3)F)[C@@H](C)C3=C(C=CC=C3)F)(=O)=O)C=CC1 (S)-3-((3-((dimethylamino)methyl)benzyl)amino)-6-fluoro-5-(1-(2-fluorophenyl)ethyl)-4H-benzo[e][1,2,4]thiadiazine 1,1-dioxide